ClC1=NN2C(N=CC(=C2[C@H](C)OC)NC2=CC(=C(C=C2)[C@@H](C(F)(F)F)N(C(=O)C2CC2)C)C)=N1 N-[(1S)-1-[4-({2-chloro-7-[(1S)-1-methoxyethyl]-[1,2,4]triazolo[1,5-a]pyrimidin-6-yl}amino)-2-methylphenyl]-2,2,2-trifluoroethyl]-N-methylcyclopropanecarboxamide